(S)-7-(5-amino-5,7-dihydrospiro[cyclopenta[c]pyridine-6,4'-piperidin]-1'-yl)-3-(2,3-dichlorophenyl)quinazoline-2,4(1H,3H)-dione N[C@@H]1C2=C(C=NC=C2)CC12CCN(CC2)C2=CC=C1C(N(C(NC1=C2)=O)C2=C(C(=CC=C2)Cl)Cl)=O